(5S,8S,10aR)-5-amino-N-((R)-chroman-4-yl)-3-(ethylsulfonyl)-6-oxodecahydropyrrolo[1,2-a][1,5]diazocine-8-carboxamide hydrochloride Cl.N[C@H]1CN(CC[C@@H]2N(C1=O)[C@@H](CC2)C(=O)N[C@@H]2CCOC1=CC=CC=C21)S(=O)(=O)CC